COC(CN1C=NC2=CC=C(C=C2C1=O)S[Na])(C)C [3-(2-methoxy-2-methyl-propyl)-4-oxo-quinazolin-6-yl]sulfanylsodium